(5'S,7a'R)-5'-(3,5-difluorophenyl)-1-(4-methylpyridine-2-carbonyl)tetrahydro-3'H-spiro[piperidine-4,2'-pyrrolo[2,1-b]-[1,3]oxazol]-3'-one FC=1C=C(C=C(C1)F)[C@@H]1CC[C@H]2OC3(C(N21)=O)CCN(CC3)C(=O)C3=NC=CC(=C3)C